ClC1=C(C(C2=C(NC(=N2)C2=CC(=CC=C2)C(F)(F)F)C1=O)=O)N1C(OCC1)=O 6-chloro-5-(2-oxooxazolidin-3-yl)-2-(3-(trifluoromethyl)phenyl)-1H-benzo[d]imidazole-4,7-dione